The molecule is a benzylisoquinoline alkaloid that is obtained by selective dehydrogenation at the 1,2-position of reticuline. It is a benzylisoquinoline alkaloid and an organic cation. It derives from a reticuline. C[N+]1=C(C2=CC(=C(C=C2CC1)OC)O)CC3=CC(=C(C=C3)OC)O